BrC=1C=C(C=C2C(=CNC12)C(=O)OC)Cl Methyl 7-bromo-5-chloro-1H-indole-3-carboxylate